C(C)O/C=C/C=1C(=NC=C(C#N)C1)C (E)-5-(2-ethoxyvinyl)-6-methylnicotinonitrile